NC1=C(C=C(N=N1)C1=C(C=CC=C1)O)N1CC2CCC(C1)N2C2=CC(=NC=C2)C#CCN2[C@@H](CCC2)CO 2-[6-amino-5-[8-[2-[3-[(2S)-2-(hydroxymethyl)pyrrolidin-1-yl]prop-1-ynyl]-4-pyridyl]-3,8-diazabicyclo[3.2.1]octan-3-yl]pyridazin-3-yl]phenol